(4-Methyl-2,3,5,7-tetrahydro-1-oxa-6,8-diaza-s-indacen-6-yl)-[1-(6-trifluoromethyl-pyridin-3-yl)-pyrrolidin-3(R)-yl]-methanone CC1=C2CCOC2=NC=2CN(CC12)C(=O)[C@H]1CN(CC1)C=1C=NC(=CC1)C(F)(F)F